3,4-dihydroxypiperidine-1-carboxylate OC1CN(CCC1O)C(=O)[O-]